C(C)(C)(C)OCCN(CCC(C(=O)O)NC(=O)C=1N(N=C(C1)C(F)(F)F)C)CCCCC1=NC=2NCCCC2C=C1 4-[2-tert-butoxyethyl-[4-(5,6,7,8-tetrahydro-1,8-naphthyridin-2-yl)butyl]amino]-2-[[2-methyl-5-(trifluoromethyl)pyrazole-3-carbonyl]amino]butanoic acid